1-(2-aminoethyl)-3-methylimidazolium bromide [Br-].NCCN1C=[N+](C=C1)C